C[C@H](C(=O)[O-])O[C@@H]1[C@H]([C@@H]2OC[C@H]([C@H]1O)O2)NC(=O)C The molecule is a monocarboxylic acid anion obtained by removal of a proton from the carboxy group of 1,6-anhydro-N-acetyl-beta-muramic acid. It is a carbohydrate acid derivative anion and a monocarboxylic acid anion. It is a conjugate base of a 1,6-anhydro-N-acetyl-beta-muramic acid.